BrC=1C=CC(=NC1)CN(C)C 1-(5-bromo-pyridin-2-yl)-N,N-dimethyl-methanamine